BrC=1C=C(C(=NC1)N)OC(C)C1=NC(=CC=C1)C 5-bromo-3-[1-(6-methylpyridin-2-yl)ethoxy]pyridin-2-amine